C[C@H](CCC(=O)[O-])[C@H]1CC[C@@H]2[C@@]1(C(=O)C[C@H]3[C@H]2[C@H](C[C@H]4[C@@]3(CCC(=O)C4)C)O)C The molecule is a cholanic acid anion that is the conjugate base of 7beta-hydroxy-3,12-dioxo-5beta-cholan-24-oic acid, obtained by deprotonation of the carboxy group; major species at pH 7.3. It is a conjugate base of a 7beta-hydroxy-3,12-dioxo-5beta-cholanic acid.